N'-acetyl-4-amino-N'-methyl-N-[[5-(trifluoromethyl)-2-pyridyl]methyl]isothiazolo[5,4-c]quinoline-8-carbohydrazide C(C)(=O)N(N(C(=O)C1=CC=2C3=C(C(=NC2C=C1)N)SN=C3)CC3=NC=C(C=C3)C(F)(F)F)C